CC1=C(C2=C(N=CN=C2NC2(CC2)C)O1)C(=O)N1CC=2N=CN=C(C2CC1)OCC(C)C 6-methyl-N-(1-methylcyclopropyl)-5-[4-(2-methylpropyloxy)-5h,6h,7h,8h-pyrido[3,4-d]pyrimidine-7-carbonyl]furo[2,3-d]pyrimidin-4-amine